FC(=C1C(CN(CC1)C)(C(=O)OC)C)F methyl 4-(difluoromethylene)-1,3-dimethylpiperidine-3-carboxylate